silver ammonia germanium salt [Ge].N.[Ag]